Oxohexanoyl chloride O=CCCCCC(=O)Cl